C(C)(C)(C)OC(=O)N1CCC(CC1)CC1=CC=2N=C(CC(=CC2S1)C(NCCCNC(=O)OC1CCC1)=O)N 4-[[5-amino-7-[3-(cyclobutoxycarbonylamino)propyl-carbamoyl]-6H-thieno[3,2-b]azepin-2-yl]methyl]piperidine-1-carboxylic acid tert-butyl ester